C(C)OC(=C)C=1SC(=C(N1)C(F)(F)F)C1=NC(=NC=C1F)NC1CCN(CC1)S(=O)(=O)C 4-(2-(1-ethoxyvinyl)-4-(trifluoromethyl)thiazol-5-yl)-5-fluoro-N-(1-(methylsulfonyl)piperidin-4-yl)pyrimidin-2-amine